2-ethylbutyric acid ethyl ester C(C)OC(C(CC)CC)=O